N,N-bis[diphenyl-phosphoryl]amine C1(=CC=CC=C1)P(=O)(C1=CC=CC=C1)NP(=O)(C1=CC=CC=C1)C1=CC=CC=C1